Cl.O[C@H]1CC([C@H]2[C@]34C=5C(=C(C=CC5C[C@H]([C@]13O)N(C)CC4)OC)O2)=O 8β-hydroxyoxycodone hydrochloride